ethyl-3',4'-dihydro-2'H-spiro[cyclopropane-1,1'-naphthalene]-2-carboxylate C(C)OC(=O)C1CC12CCCC1=CC=CC=C21